CO[C@H]1[C@@H](N(C1)C(=O)O[C@H]1C[C@H](CC1)C1=CC(=NN1)NC(CC1=CC(=NO1)C)=O)C (1R,3S)-3-(3-{[(3-methyl-1,2-oxazol-5-yl)acetyl]-amino}-1H-pyrazol-5-yl)-cyclopentyl (2S,3R)-3-methoxy-2-methylazetidine-1-carboxylate